2-Azido-3-phenylpropionic acid N(=[N+]=[N-])C(C(=O)O)CC1=CC=CC=C1